C(C1=CC=CC=C1)OC=1C=C(C2=CC=CC=C2C1)N1CC=2N=C(N=C(C2CC1)N1CCN(CC1)C(=O)OCC1=CC=CC=C1)S(=O)C benzyl 4-[7-(3-benzyloxy-1-naphthyl)-2-methylsulfinyl-6,8-dihydro-5H-pyrido[3,4-d]pyrimidin-4-yl]piperazine-1-carboxylate